Tert-Butyl ((2-vinylpyrimidin-4-yl)methyl)carbamate C(=C)C1=NC=CC(=N1)CNC(OC(C)(C)C)=O